(R)-2-amino-3-(3-(1-ethylcyclopropyl)-5-fluorobenzamido)propanoic acid N[C@@H](C(=O)O)CNC(C1=CC(=CC(=C1)F)C1(CC1)CC)=O